6-[3-[5-chloro-2-(difluoromethoxy)pyridine-3-sulfonamido]-2,6-difluorophenyl]-7-fluoro-N-methyl-1H-indazole-3-carboxamide ClC=1C=C(C(=NC1)OC(F)F)S(=O)(=O)NC=1C(=C(C(=CC1)F)C1=CC=C2C(=NNC2=C1F)C(=O)NC)F